BrC=1C=C2C(=NC=NC2=CC1OC)C=1C(=NN(C1)CCC)C1=CC=CC=C1 6-bromo-7-methoxy-4-(3-phenyl-1-propyl-1H-pyrazol-4-yl)quinazoline